(2-chloro-5-iodopyridin-4-yl)-4-methylpiperazine ClC1=NC=C(C(=C1)N1CCN(CC1)C)I